dodecylbenzenedisulfonic acid triethylamine salt C(C)N(CC)CC.C(CCCCCCCCCCC)C1=C(C(=CC=C1)S(=O)(=O)O)S(=O)(=O)O